ClC=1C(=NC(=NC1)NC1=C(C=C2CCNCC2=C1)OC)NC1=C(C=C(C=C1)O)P(C)(C)=O (2-((5-Chloro-2-((6-methoxy-1,2,3,4-tetrahydroisoquinolin-7-yl)amino)pyrimidin-4-yl)amino)-5-hydroxyphenyl)dimethylphosphine oxide